2-(7-(2',5'-Difluoro-[1,1'-biphenyl]-4-yl)-6-oxo-5,7-diazaspiro[2.5]octan-5-yl)-4-methylthiazole-5-sulfonamide FC1=C(C=C(C=C1)F)C1=CC=C(C=C1)N1C(N(CC2(CC2)C1)C=1SC(=C(N1)C)S(=O)(=O)N)=O